7-(2-Ethoxy-2-oxoethyl)-5-azaspiro[2.4]heptane-5-carboxylic acid tert-butyl ester C(C)(C)(C)OC(=O)N1CC2(CC2)C(C1)CC(=O)OCC